CC=1N(C=2C=CC=C(C2C1)C#N)S(=O)(=O)C1=CC=C(C=C1)C 2-methyl-1-(4-methylbenzenesulfonyl)-1H-indole-4-carbonitrile